COC(=O)CCC1(C2=CC=CC=C2C=2C=CC=CC12)CCC(=O)OC 9,9-di(2-methoxycarbonylethyl)fluorene